FC1=C(CC2(C[C@@H]3[C@@H](CN(C3)CC(C3=NC=C(C=C3)O)O)C2)O)C=CC=C1F |r| rac-(3aR,5r,6aS)-5-(2,3-difluorobenzyl)-2-(2-hydroxy-2-(5-hydroxypyridin-2-yl)ethyl)octahydrocyclopenta[c]pyrrol-5-ol